1-((2-((1,1-dioxidothietan-3-yl)amino)pyridin-4-yl)methyl)-5,5-dimethyl-3-(4-(1-(trifluoromethyl)cyclopropyl)phenyl)imidazolidine-2,4-dione O=S1(CC(C1)NC1=NC=CC(=C1)CN1C(N(C(C1(C)C)=O)C1=CC=C(C=C1)C1(CC1)C(F)(F)F)=O)=O